2-Methyl-5-((1-methylazetidin-2-yl)methoxy)-N-(1-(7-(neopentyloxy)quinolin-5-yl)cyclopropyl)benzamide CC1=C(C(=O)NC2(CC2)C2=C3C=CC=NC3=CC(=C2)OCC(C)(C)C)C=C(C=C1)OCC1N(CC1)C